(2S,3R)-3-amino-2-[(2,3'-difluoro[1,1'-biphenyl]-3-yl)methyl]-4,4-difluoropyrrolidine-1-carboxylic acid tert-butyl ester C(C)(C)(C)OC(=O)N1[C@H]([C@H](C(C1)(F)F)N)CC=1C(=C(C=CC1)C1=CC(=CC=C1)F)F